CC1=C(C[PH2]=O)C=CC(=C1)C (2,4-dimethylbenzyl)phosphine oxide